CN(C([C@@H](CCC(=S)O)N(C)C(=O)OCC1C2=CC=CC=C2C=2C=CC=CC12)=O)C 2-[(2R)-3-(dimethylamino)-2-[9H-fluoren-9-ylmethoxycarbonyl-(methyl)amino]-3-oxopropyl]thioacetic acid